O=C1N(C(CN1)=O)C(C(=O)N)CCCC 2,5-dioxoimidazolidin-1-yl-hexanamide